lithium-molybdenum-vanadium oxide lithium [Li+].[O-2].[V+5].[Mo+4].[Li+]